((2S,5R)-5-amino-5,6-dihydro-2H-pyran-2-yl)methanol hydrochloride Cl.N[C@@H]1C=C[C@H](OC1)CO